ClC1=NC(=CC(=C1)C1(CCCC1)C#N)N1[C@@H](COCC1)C 1-{2-chloro-6-[(3R)-3-methylmorpholin-4-yl]pyridin-4-yl}cyclopentane-1-carbonitrile